ClC1=NC=C(C(=C1)C1=C(C=NC(=C1)C)C(=O)NC=1SC2=C(N1)CN(C2)C(C2=NC(=C(C=C2)F)C(F)F)=O)OC 2'-chloro-N-(5-(6-(difluoromethyl)-5-fluoropicolinoyl)-5,6-dihydro-4H-pyrrolo[3,4-d]thiazol-2-yl)-5'-methoxy-6-methyl-[4,4'-bipyridine]-3-carboxamide